(1r,4r)-1-methyl-4-((methylsulfonyl)oxy)cyclohexane-1-carboxylic acid methyl ester COC(=O)C1(CCC(CC1)OS(=O)(=O)C)C